COC1=CC=C(OC2=C(C(=O)O)C=CC=C2)C=C1 2-(4-methoxyphenoxy)benzoic acid